3,4-difluoro-N-[[1-[(1R)-3-(hydroxyamino)-1-(1H-indol-3-ylmethyl)-3-oxo-propyl]triazol-4-yl]methyl]-N-[(1-methylimidazol-2-yl)methyl]benzamide FC=1C=C(C(=O)N(CC=2N(C=CN2)C)CC=2N=NN(C2)[C@@H](CC(=O)NO)CC2=CNC3=CC=CC=C23)C=CC1F